2-cyclobutyl-7-(isoquinolin-4-yl)-5-methyl-5,7-diazaspiro[3.4]octane-6,8-dione C1(CCC1)C1CC2(C1)N(C(N(C2=O)C2=CN=CC1=CC=CC=C21)=O)C